C(C1=CC=C(C(=O)O)C=C1)(=O)O.ClC(C(Cl)(Cl)O)(Cl)O tetrachloroethylene glycol terephthalate